(E)-2-(4-((1-methyl-1H-pyrazol-4-yl)diazenyl)phenoxy)ethan-1-ol CN1N=CC(=C1)/N=N/C1=CC=C(OCCO)C=C1